N(=C=O)OC(=O)N=C=O isocyanatoisocyanatoformic acid